FC1=C(C(=CC=C1)F)C1=CC(=CC2=C1C(=NO2)N2C(N1[C@H](C2)C([C@@H](C1)NS(=O)(=O)CC)(F)F)=O)COC N-{(6R,7aR)-2-[4-(2,6-difluorophenyl)-6-(methoxymethyl)-1,2-benzoxazol-3-yl]-7,7-difluoro-3-oxohexahydro-1H-pyrrolo[1,2-c]imidazol-6-yl}ethanesulfonamide